BrC=1C=C2C(=CNC2=CC1)C(C)=O 1-(5-bromo-1H-indol-3-yl)ethan-1-one